The molecule is an omega-hydroxy fatty acid ascaroside obtained by formal condensation of the alcoholic hydroxy group of 16-hydroxyhexadecanoic acid (also known as juniperic acid) with ascarylopyranose (the alpha anomer). It is a metabolite of the nematode Caenorhabditis elegans. It has a role as a Caenorhabditis elegans metabolite. It is a monocarboxylic acid and an omega-hydroxy fatty acid ascaroside. It derives from a 16-hydroxyhexadecanoic acid. It is a conjugate acid of an oscr#28(1-). C[C@H]1[C@@H](C[C@H]([C@@H](O1)OCCCCCCCCCCCCCCCC(=O)O)O)O